3-[4-({4-[(morpholin-4-yl)methyl]phenyl}methoxy)-1-oxo-1,3-dihydro-2H-isoindol-2-yl]piperidine-2,6-dione N1(CCOCC1)CC1=CC=C(C=C1)COC1=C2CN(C(C2=CC=C1)=O)C1C(NC(CC1)=O)=O